5-[[1-[2-oxo-2-[(2S,4S)-2-cyano-4-fluoro-pyrrolidin-1-yl]ethyl]-4-piperidyl]amino]quinoline-2-carbonitrile O=C(CN1CCC(CC1)NC1=C2C=CC(=NC2=CC=C1)C#N)N1[C@@H](C[C@@H](C1)F)C#N